4-(9-ethyl-6-(4-hydroxypiperidin-1-yl)-2-(3-(1-methyl-1H-pyrazol-3-yl)phenyl)-9H-purin-8-yl)-1-methyl-piperazin-2-one C(C)N1C2=NC(=NC(=C2N=C1N1CC(N(CC1)C)=O)N1CCC(CC1)O)C1=CC(=CC=C1)C1=NN(C=C1)C